3,3-dimethylbutylamine CC(CCN)(C)C